COC(=O)[C@H]1N(CC(C1)=C)C(=O)OC(C)(C)C (S)-4-Methylenepyrrolidine-1,2-dicarboxylic acid 1-tert-butyl 2-methyl ester